ClCC1(NNC=N1)CO 3-(chloromethyl)-1H-[1,2,4]triazole-3-yl-methanol